rac-dimethylsilyl-bis((trimethylsilyl)methylcyclopentadienyl)hafnium C[SiH](C)[Hf](C1(C=CC=C1)C[Si](C)(C)C)C1(C=CC=C1)C[Si](C)(C)C